CC1=C(C=C(C=C1)CCN[C@@H]([C@H]1CNC2=C(N1)N=CC=C2)C2=CC=CC=C2)C(C(=O)O)C 2-(2-methyl-5-(2-(((R)-phenyl((R)-1,2,3,4-tetrahydropyrido[2,3-b]pyrazin-3-yl)methyl)amino)ethyl)phenyl)propanoic acid